N4-(trifluorobenzyl)pyrimidine-2,4-diamine FC1=C(C(NC2=NC(=NC=C2)N)(F)F)C=CC=C1